1-([1,1'-biphenyl]-4-yl)-3-(1-cyanopyrrolidin-3-yl)urea C1(=CC=C(C=C1)NC(=O)NC1CN(CC1)C#N)C1=CC=CC=C1